C(C1=CC=CC=C1)C(CCC[C@H](NC(=O)OCC1=CC=CC=C1)C(=O)O)N epsilon-benzyl-benzyloxycarbonyl-L-lysine